C1(=C(C=CC=C1)C=1C=NN(C1)C1(CN(C1)C=1C=2N(C=CC1)N=C(N2)NC=2C=NN(C2)CC(=O)N2CCN(CC2)C2COC2)CC#N)C 2-[3-[4-(o-Tolyl)pyrazol-1-yl]-1-[2-[[1-[2-[4-(oxetan-3-yl)piperazin-1-yl]-2-oxoethyl]pyrazol-4-yl]amino]-[1,2,4]triazolo[1,5-a]pyridin-8-yl]azetidin-3-yl]acetonitril